2-(6-(3,5-Difluoro-6-((2-methyl-2H-indazol-6-yl)methoxy)pyridin-2-yl)-6-azaspiro[2.5]octan-1-yl)-1-((S)-oxetan-2-ylmethyl)-1H-benzo[d]imidazole-6-carboxylic acid methyl ester COC(=O)C=1C=CC2=C(N(C(=N2)C2CC23CCN(CC3)C3=NC(=C(C=C3F)F)OCC=3C=CC2=CN(N=C2C3)C)C[C@H]3OCC3)C1